9-(1-((4-fluoro-2-(1-methyl-1H-pyrazol-4-yl)phenyl)amino)ethyl)-N,N,4,7-tetramethyl-5-oxo-4,5-dihydroimidazo[1,5-a]quinazoline-3-carboxamide FC1=CC(=C(C=C1)NC(C)C=1C=C(C=C2C(N(C=3N(C12)C=NC3C(=O)N(C)C)C)=O)C)C=3C=NN(C3)C